3-(hexafluoroisopropoxy)-6,7-dichloro-2-hydroxyquinoxaline FC(C(C(F)(F)F)OC=1C(=NC2=CC(=C(C=C2N1)Cl)Cl)O)(F)F